C1(CCCC1)OC=1C=C(N)C=CC1OC 3-(cyclopentyloxy)-4-methoxyaniline